COC(C)C1CCC2=CC=3CCCC3C(=C12)NC(=O)N=S(=O)(N)C=1C=NN2C1OCCC2 N'-((3-(1-methoxyethyl)-1,2,3,5,6,7-hexahydro-s-indacen-4-yl)carbamoyl)-6,7-dihydro-5H-pyrazolo[5,1-b][1,3]oxazine-3-sulfonimidamide